(Z)-(hex-3-en-1-yloxy)benzene C(C\C=C/CC)OC1=CC=CC=C1